[F-].C(CCCC)[N+]1=C(C=CC=C1)CC 1-Pentyl-2-ethylpyridinium fluorid